di(aziridin-1-yl)phosphinic acid (R)-4-(4-fluoro-3-(1H-pyrazol-1-yl) phenoxy)-5-nitro-2,3-dihydro-1H-inden-1-yl ester FC1=C(C=C(OC2=C3CC[C@H](C3=CC=C2[N+](=O)[O-])OP(=O)(N2CC2)N2CC2)C=C1)N1N=CC=C1